S1C(=NC2=C1C=CC=C2)\C(\CC(=O)O)=C\C=2C(=NN(C2)C)C2=CC(=CC=C2)OC (E)-3-(benzo[d]thiazol-2-yl)-4-(3-(3-methoxyphenyl)-1-methyl-1H-pyrazol-4-yl)but-3-enoic acid